N,N-bis(trimethylsilyl)nicotinamide tert-butyl-(S)-(1-(2-bromo-4-chlorophenyl)pyrrolidin-3-yl)carbamate C(C)(C)(C)N(C(O)=O)[C@@H]1CN(CC1)C1=C(C=C(C=C1)Cl)Br.C[Si](N(C(C1=CN=CC=C1)=O)[Si](C)(C)C)(C)C